N12C(C3=CC=CN3C(C2=CC=C1)=O)=O 1,7-diazatricyclo[7.3.0.03,7]dodeca-3,5,9,11-tetraene-2,8-dione